C(#N)N1C[C@H](CC1)C(=O)NC=1C=NC2=CC=CC=C2C1 (S)-1-cyano-N-(quinolin-3-yl)pyrrolidine-3-carboxamide